BrC1=CN=CC(=N1)C1=CN=C2N1N=C(C(=C2)OC2CC2)C2CC2 3-(6-bromopyrazin-2-yl)-7-(cyclopropoxy)-6-cyclopropyl-imidazo[1,2-b]pyridazine